C(C)(C)(C)N(C(=O)OC[C@@H]1[C@H]([C@H]([C@@H](O1)N1C=NC=2C(=O)NC(N)=NC12)F)O)[C@@H]1C[C@H](C1)N1CCCC2=CC(=CC(=C12)Br)Cl deoxy-2'-fluoroguanosine trans-tert-butyl-(3-(8-bromo-6-chloro-3,4-dihydroquinolin-1(2H)-yl)cyclobutyl)carbamate